FC=1C=CC=C(C1)C(F)(F)F 3-fluoro-5-(trifluoromethyl)benzene